N1(CCCN(CCCNCCC1)CC=1C(=C(C=C(C1)C)C(C(=O)N)(CO)CO)O)CC=1C(=C(C=C(C1)C)C(C(=O)N)(CO)CO)O N'-{1,5,9-triazacyclododecane-1,5-diylbis[methylene(2-hydroxy-5-methyl-3,1-phenylene)]}bis[3-hydroxy-2-(hydroxymethyl)propanamide]